tert-butyl N-(cyclopropylmethyl)-N-[(3R)-1-{2-[7-fluoro-6-(methoxymethoxy)-2-methylindazol-5-yl]quinoxalin-6-yl}pyrrolidin-3-yl]carbamate C1(CC1)CN(C(OC(C)(C)C)=O)[C@H]1CN(CC1)C=1C=C2N=CC(=NC2=CC1)C1=CC2=CN(N=C2C(=C1OCOC)F)C